Cl.FC=1C=C2C(=NC1)CNC2 3-fluoro-6,7-dihydro-5H-pyrrolo[3,4-b]pyridine HCl salt